ClC=1C=C(N2N=CC(=CC21)NC(=O)C=2C=NN(C2C(F)(F)F)C2=C1C=CNC(C1=CC=C2)=C=O)C(F)(F)F N-(5-chloro-7-(trifluoromethyl)pyrrolo[1,2-b]pyridazin-3-yl)-1-(1-carbonyl-1,2-dihydroisoquinolin-5-yl)-5-(trifluoromethyl)-1H-pyrazole-4-carboxamide